Racemic-cis-2-[3-[1-(4-fluoro-3-methyl-phenyl)-5-hydroxy-2-tetrahydropyran-4-yl-indol-3-yl]cyclohexyl]acetic acid FC1=C(C=C(C=C1)N1C(=C(C2=CC(=CC=C12)O)[C@H]1C[C@H](CCC1)CC(=O)O)C1CCOCC1)C |r|